6-((cis)-2,6-dimethylmorpholino)pyridin C[C@@H]1O[C@@H](CN(C1)C1=CC=CC=N1)C